NC1=NC(=NC=C1)N1C[C@H]([C@H](CC1)OCCO)F 2-[[(3R,4S)-1-(4-aminopyrimidin-2-yl)-3-fluoropiperidin-4-yl]oxy]ethanol